({6-[(1,3-benzothiazol-2-yl)amino]-5-methyl-4-[3-(4-methylpiperazin-1-yl)propyl]Pyridazin-3-yl}amino)-1,3-thiazole-4-carboxylic acid ethyl ester C(C)OC(=O)C=1N=C(SC1)NC=1N=NC(=C(C1CCCN1CCN(CC1)C)C)NC=1SC2=C(N1)C=CC=C2